FC(C=1C=C(C=CC1)NC1=NC(=NC(=N1)N1CCOCC1)OC1=CC=C(C=C1)C(F)(F)F)(F)F N-(3-(trifluoromethyl)phenyl)-4-morpholinyl-6-(4-(trifluoromethyl)phenoxy)-[1,3,5]triazin-2-amine